C(C)(C)(C)C=1N(C=CN1)CC1=C(C=C(C=C1)C1=C(SC(=C1)CC(C)C)S(=O)(=O)NC(C1=CC=CC=C1)=O)F N-((3-(4-((2-(Tert-Butyl)-1H-imidazol-1-yl)methyl)-3-fluorophenyl)-5-isobutylthiophen-2-yl)sulfonyl)benzamide